1-allyl-4-hydroxy-1H-2,1-benzothiazine-3-carboxylate C(C=C)N1SC(=C(C2=C1C=CC=C2)O)C(=O)[O-]